N-[3-[[2-Chloro-4-[[3-[4-(difluoromethoxy)-2,3-difluoro-phenyl]imidazo[1,2-a]pyrazin-8-yl]amino]benzoyl]amino]propyl]piperidine-4-carboxamide ClC1=C(C(=O)NCCCNC(=O)C2CCNCC2)C=CC(=C1)NC=1C=2N(C=CN1)C(=CN2)C2=C(C(=C(C=C2)OC(F)F)F)F